ClC(C1=NC(=NO1)C1=CC=2N(C=C1)C=C(N2)CC(=O)N=S(=O)(C)C(C)C)(F)F 2-(7-(5-(chlorodifluoromethyl)-1,2,4-oxadiazol-3-yl)imidazo[1,2-a]pyridin-2-yl)-N-(isopropyl(methyl)(oxo)-λ6-sulfaneylidene)acetamide